4-((5-chloropyrimidin-2-yl)oxy)-3-fluoro-N-hydroxybenzoamidine ClC=1C=NC(=NC1)OC1=C(C=C(C(=N)NO)C=C1)F